(S)-2-(2-(2-methylazetidin-1-yl)-6,7-dihydro-5H-cyclopenta[d]pyrimidin-4-yl)-1H-indole-5-carboxylic acid C[C@@H]1N(CC1)C=1N=C(C2=C(N1)CCC2)C=2NC1=CC=C(C=C1C2)C(=O)O